(S)-2-((((9H-Fluoren-9-yl)methoxy)carbonyl)amino)-3-(4-(tert-butoxycarbonyl)-3,5-difluorophenyl)propanoic acid C1=CC=CC=2C3=CC=CC=C3C(C12)COC(=O)N[C@H](C(=O)O)CC1=CC(=C(C(=C1)F)C(=O)OC(C)(C)C)F